C(C)(C)(C)OC(=O)N1CC(CC1)(NCC1=CC=C(C=C1)OC)C#CC=1C(=NC(=CC1)C(F)(F)F)Cl 3-((2-chloro-6-(trifluoromethyl)pyridin-3-yl)ethynyl)-3-((4-methoxybenzyl)amino)pyrrolidine-1-carboxylic acid tert-butyl ester